2-((1,3-dihydroxypropan-2-yl)amino)-1-(4-(2-(3,4-dimethoxyphenyl)-3-ethyl-1H-indol-5-yl)piperidin-1-yl)ethan-1-one OCC(CO)NCC(=O)N1CCC(CC1)C=1C=C2C(=C(NC2=CC1)C1=CC(=C(C=C1)OC)OC)CC